4-allyl-N-(4-bromo-2-fluoro-5-methylphenyl)-1-methyl-1H-pyrazole-5-carboxamide C(C=C)C=1C=NN(C1C(=O)NC1=C(C=C(C(=C1)C)Br)F)C